CC1=C(C2=C(N=C3N(C2=S)CCCC3)O1)C 2,3-dimethyl-6,7,8,9-tetrahydro-4H-furo[2,3-D]pyrido[1,2-a]pyrimidine-4-thione